6-(((7-(2-Aminopyrimidin-4-yl)-2,3-dihydrofuro[3,2-c]pyridin-4-yl)amino)methyl)-N-methylpicolinamide NC1=NC=CC(=N1)C=1C2=C(C(=NC1)NCC1=CC=CC(=N1)C(=O)NC)CCO2